3-hydroxy-2H-indazole-5-carbonitrile OC=1NN=C2C=CC(=CC12)C#N